C(C1=CC=CC=C1)S(=O)(=O)OC1=C(C=CC=C1)NC(=O)NC1=CC(=CC=C1)OS(=O)(=O)C N-[2-(benzylsulfonyloxy)phenyl]-N'-[3-(methanesulfonyloxy)phenyl]urea